CN1N=CC(=C1)C1=CC=C(C2=C1OCCO2)NC=2N=CC1=C(N2)NC=C1C#N 2-((8-(1-methyl-1H-pyrazol-4-yl)-2,3-dihydrobenzo[b][1,4]dioxin-5-yl)amino)-7H-pyrrolo[2,3-d]pyrimidine-5-carbonitrile